O1CCOC2=C1C=CC(=C2)[C@@H]2N(C(C1=CC=CC=C1[C@H]2C(=O)O)=O)C2=CC=1CCCCC1C=C2 |o1:10,19| (3R,4R) or (3S,4S)-3-(2,3-dihydro-1,4-benzodioxin-6-yl)-1-oxo-2-(5,6,7,8-tetrahydronaphthalen-2-yl)-1,2,3,4-tetrahydroisoquinoline-4-carboxylic acid